4,4'-(1,3-cyclohexanediyl)bis[phenol] C1(CC(CCC1)C1=CC=C(C=C1)O)C1=CC=C(C=C1)O